O=C(C(=O)[O-])CC α-keto-butyrate